N-(adamantan-1-yl)-2-[(7-trifluoromethylquinolin-4-yl)amino]benzamide C12(CC3CC(CC(C1)C3)C2)NC(C2=C(C=CC=C2)NC2=CC=NC3=CC(=CC=C23)C(F)(F)F)=O